diethyl-4-pyrone C(C)C1=C(OC=CC1=O)CC